C(C=C)(=O)N1CC(N(CC1)C1=CN=C(C=2CC(NCC21)C2=C1C=NNC1=CC=C2C)C2=C(C=CC=C2)C(C)C)CC 4-(4-acryloyl-2-ethylpiperazin-1-yl)-1-(2-isopropylphenyl)-7-(5-methyl-1H-indazol-4-yl)-5,6,7,8-tetrahydropyrido[3,4-d]pyridine